2,3-dihydrobenzo[b][1,4]dithiine S1C2=C(SCC1)C=CC=C2